FC1CN(CCC1N1C2CN(CC(C1)CC2)C2=CC=CC(=N2)C(=O)NC2=CC=NC=C2)C(C)C 6-{6-[3-Fluoro-1-(propan-2-yl)piperidin-4-yl]-3,6-diazabicyclo[3.2.2]nonan-3-yl}-N-(pyridin-4-yl)pyridine-2-carboxamide